1-(2-methyl-1-phenylpropyl-1-d)isoquinoline CC(C([2H])(C1=CC=CC=C1)C1=NC=CC2=CC=CC=C12)C